C(C)(=O)NC1=CC=C(C=N1)C1N(C(C2=CC=CC=C2C1C(=O)O)=O)CC(F)(F)F 3-(6-acetamidopyridin-3-yl)-1-oxo-2-(2,2,2-trifluoroethyl)-1,2,3,4-tetrahydroisoquinoline-4-carboxylic acid